C(C)(=O)OC[C@@H](C1=CC=CC=C1)NC(=O)NC=1C=NC(=C(C1)OCCCC(C)C)OC (R)-2-(3-(6-methoxy-5-((4-methylpentyl)oxy)pyridin-3-yl)ureido)-2-phenylethyl acetate